CN1N=CC2=C1N=CN(C2=O)NC2=C(C=CC=C2)OC 1-methyl-5-(2-methoxyanilino)-1,5-dihydro-4H-pyrazolo[3,4-d]pyrimidin-4-one